N-isopropyl-alanine C(C)(C)N[C@@H](C)C(=O)O